1-(7-(4-fluorophenyl)-6-(phenylseleno)-3,4-dihydro-1,8-naphthyridin-1(2H)-yl)ethan-1-one FC1=CC=C(C=C1)C1=C(C=C2CCCN(C2=N1)C(C)=O)[Se]C1=CC=CC=C1